8-[(2s,5r)-4-[(4-fluorophenyl)({pyrazolo[1,5-a]pyridin-7-yl})methyl]-2,5-dimethylpiperazin-1-yl]-5-methyl-6-oxo-5,6-dihydro-1,5-naphthyridine-2-carbonitrile FC1=CC=C(C=C1)C(N1C[C@@H](N(C[C@H]1C)C1=CC(N(C=2C=CC(=NC12)C#N)C)=O)C)C1=CC=CC=2N1N=CC2